C(C)N1N=C2C(=CC(=CC2=C1N(C=1SC(=C(N1)C1=CC=C(C=C1)F)C#N)C)N1CCNCC1)C 2-((2-ethyl-7-methyl-5-(piperazin-1-yl)-2H-indazol-3-yl)(methyl)amino)-4-(4-fluorophenyl)thiazole-5-carbonitrile